9-ethyl-2-methyl-3-(morpholinomethyl)-1,2,3,9-tetrahydro-4H-carbazol-4-one C(C)N1C2=CC=CC=C2C=2C(C(C(CC12)C)CN1CCOCC1)=O